1-[4-(1-methyl-1H-imidazol-5-yl)phenyl]methylamine CN1C=NC=C1C1=CC=C(C=C1)CN